diisopropylamino-pyrrolidinophenylphosphine C(C)(C)N(C(C)C)P(C1=CC=CC=C1)N1CCCC1